C(C)(=O)C1=NN(C(C2=CC(=C(C=C12)F)F)=O)COCC[Si](C)(C)C 4-acetyl-6,7-difluoro-2-(2-trimethylsilylethoxymethyl)phthalazin-1-one